N-[(2-chlorophenyl)methyl]-1-(2-methylpropyl)-5-oxopyrrolidin-3-carboxamid ClC1=C(C=CC=C1)CNC(=O)C1CN(C(C1)=O)CC(C)C